N-((S)-1-(3-chlorophenyl)-2-hydroxyethyl)-1-(2-(((S)-1-hydroxybutan-2-yl)amino)-5-methylpyrimidin-4-yl)-1H-pyrrole-3-carboxamide ClC=1C=C(C=CC1)[C@@H](CO)NC(=O)C1=CN(C=C1)C1=NC(=NC=C1C)N[C@H](CO)CC